C(OC([C@H]1N(C(OC1)(C)C)C(=O)OC(C)(C)C)([2H])[2H])([2H])([2H])[2H] tert-butyl (4R)-4-[(2H3)methoxy(2H2)methyl]-2,2-dimethyl-1,3-oxazolidine-3-carboxylate